C1(=CC=CC=C1)CCC[C@@H](B1OC(C(O1)(C)C)(C)C)NC(=O)[C@@H](CSC1=CC=CC=C1)NC(OC(C)(C)C)=O tert-butyl N-[(1S)-1-{[(1R)-4-phenyl-1-(tetramethyl-1,3,2-dioxaborolan-2-yl)butyl]carbamoyl}-2-(phenyl sulfanyl)ethyl]carbamate